N1C=CC2=CC(=CC=C12)OC=1C=C(C=CC1)C=1NC(=NN1)CC=1C=C(C=CC1)CCCCCCC(=O)O 7-(3-((5-(3-((1H-indol-5-yl)oxy)phenyl)-4H-1,2,4-triazol-3-yl)methyl)phenyl)heptanoic acid